O=C1N(C(C2=CC=CC=C12)=O)CCSCCNC(OC(C)(C)C)=O tert-butyl N-(2-[[2-(1,3-dioxoisoindol-2-yl)ethyl]sulfanyl]ethyl)carbamate